(6,7-dichloro-1-methyl-1,3,4,5-tetrahydro-2H-pyrido[4,3-b]indol-2-yl)(5-methoxypyrimidin-2-yl)methanone ClC1=C(C=CC=2C3=C(NC12)CCN(C3C)C(=O)C3=NC=C(C=N3)OC)Cl